NC=1C2=C(N=CN1)N(C=C2F)[C@@H]2O[C@@H]([C@H]([C@H]2O)O)[C@@](C)(C2=CC(=C(C=C2)C(F)(F)F)C)O (2R,3R,4S,5S)-2-(4-amino-5-fluoro-7H-pyrrolo[2,3-d]pyrimidin-7-yl)-5-((R)-1-hydroxy-1-(3-methyl-4-(trifluoromethyl)phenyl)ethyl)tetrahydrofuran-3,4-diol